NC[C@@H]1OCCC2=C(C(=CC=C12)O)O (1R,3S)-1-(aminomethyl)-3,4-dihydro-1H-isochromene-5,6-diol